C(C1=CC=CC=C1)C(CC1CCNCC1)NC benzyl-N-methyl-2-(piperidin-4-yl)ethane-1-amine